N-(8-fluoro-2-methylimidazo[1,2-a]pyridin-6-yl)-5-(3-(methylamino)pyrrolidin-1-yl)cinnolin-8-carboxamide FC=1C=2N(C=C(C1)NC(=O)C=1C=CC(=C3C=CN=NC13)N1CC(CC1)NC)C=C(N2)C